CNN1C(NC2=CC=CC=C2C1)=O 3-methylamino-3,4-dihydro-quinazolin-2-one